N-((5-(2-((1,6-dimethyl-1H-pyrazolo[3,4-d]pyrimidin-4-yl)thio)acetyl)thiophen-2-yl)methyl)pivalamide CN1N=CC=2C1=NC(=NC2SCC(=O)C2=CC=C(S2)CNC(C(C)(C)C)=O)C